N-(2-oxo-2-((2'-oxo-1,1',2',3-tetrahydrospiro[indene-2,3'-pyrrolo[2,3-b]pyridin]-5-yl)amino)ethyl)pyrrolidine-1-carboxamide O=C(CNC(=O)N1CCCC1)NC=1C=C2CC3(C(NC4=NC=CC=C43)=O)CC2=CC1